3S-cis-octadienyl-propargyl alcohol C=CC(=CCCCC)C(C#C)O